C(C1=CC=CC=C1)OC1=CC=2CN(N3C(C2C2=C1OCC2)=CC(C(=C3)C(=O)OC)=O)C(=O)OC(C)(C)C Methyl 4-(benzyloxy)-7-tert-butoxycarbonyl-11-oxo-2,6,7,11-tetrahydro-1H-furo[2,3-h]pyrido[2,1-a]phthalazine-10-carboxylate